N(=[N+]=[N-])C[C@@H]1[C@H]([C@@H](C(O1)=O)NS(=O)(=O)C1=C(C=CC=C1)[N+](=O)[O-])C1=CC=C(C=C1)Br N-((3S,4S,5S)-5-(azidomethyl)-4-(4-bromophenyl)-2-oxotetrahydrofuran-3-yl)-2-nitrobenzenesulfonamide